2'-O-tert-butyldimethylsilyl-3'-O-benzoyl-guanosine [Si](C)(C)(C(C)(C)C)O[C@H]1[C@@H](O[C@@H]([C@H]1OC(C1=CC=CC=C1)=O)CO)N1C=NC=2C(=O)NC(N)=NC12